2,6-difluoro-3-pyrrolyl-phenyl-ferrocene FC1=C(C(=CC=C1C=1NC=CC1)F)[C-]1C=CC=C1.[CH-]1C=CC=C1.[Fe+2]